C(C)(C)(CC)C1=C(C=CC(=C1)C(C)(C)CC)OC(C1=CC(=C(C(=C1)C(C)(C)C)O)C(C)(C)C)=O 2,4-di-tert-amylphenyl-3,5-di-tert-butyl-4-hydroxybenzoate